tert-butyl N-tert-butoxycarbonyl-N-(8-chloro-7-methyl-2,3-dihydro-[1,4]dioxino[2,3-b]pyridin-6-yl)carbamate C(C)(C)(C)OC(=O)N(C(OC(C)(C)C)=O)C1=C(C(=C2C(=N1)OCCO2)Cl)C